chlorotris(triethylsilyl)-silane Cl[Si]([Si](CC)(CC)CC)([Si](CC)(CC)CC)[Si](CC)(CC)CC